[Si](C1=CC=CC=C1)(C1=CC=CC=C1)(C(C)(C)C)OCCCC(=O)Cl 4-((tert-butyldiphenylsilyl)oxy)butanoyl chloride